C(C)(C)(C)C=1C=CC(=C(C1)S(=O)(=O)NC(=O)C1=NC2=C(C=CC(=C2C=C1)N1N=CC=C1)OC)OC N-((5-(tert-butyl)-2-methoxyphenyl)sulfonyl)-8-methoxy-5-(1H-pyrazol-1-yl)quinoline-2-carboxamide